(diphenyl)amine C1(=CC=CC=C1)NC1=CC=CC=C1